acryloxyeicosylmethyldimethoxysilane C(C=C)(=O)OCCCCCCCCCCCCCCCCCCCC[Si](OC)(OC)C